BrC1=C(SC=C1)C1CC2(C1)NC(N(C2=O)C2=CN=CC1=CC=CC=C21)=O 2-(3-bromothiophen-2-yl)-7-(isoquinolin-4-yl)-5,7-diazaspiro[3.4]octane-6,8-dione